O[C@]1(C[C@H](CCC1)NC=1N=NC(=C2C1C=NC=C2)C2=C(C=C(C=C2)C(F)(F)F)O)C 2-[4-[[(1s,3r)-3-hydroxy-3-methyl-cyclohexyl]amino]pyrido[3,4-d]pyridazin-1-yl]-5-(trifluoromethyl)phenol